2-(1-(Trifluoromethyl)cyclopropyl)acetaldehyde FC(C1(CC1)CC=O)(F)F